BrC=1C=2CCOC(C2C2=C(C1)OCO2)CN(C(OC(C)(C)C)=O)C tert-butyl ((5-bromo-6,9-dihydro-7H-[1,3]dioxolo[4,5-h]isochromen-9-yl) methyl)(methyl)carbamate